ClC=1C=C(C=2N(N1)C=CN2)N2CCOCC2 4-{6-chloroimidazo[1,2-b]pyridazin-8-yl}morpholine